(3S,6R)-6-methyl-1-(2-(4-(pyridin-3-yl)phenyl)acetyl)piperidine-3-carboxylic acid methyl ester COC(=O)[C@@H]1CN([C@@H](CC1)C)C(CC1=CC=C(C=C1)C=1C=NC=CC1)=O